(2-amino-3-(3-(4-((2-fluorobenzyl)oxy)benzyl)isoxazol-5-yl)pyridin-1-ium-1-yl)methyl hydrogen phosphate P(=O)(OC[N+]1=C(C(=CC=C1)C1=CC(=NO1)CC1=CC=C(C=C1)OCC1=C(C=CC=C1)F)N)(O)[O-]